3-methyl-1-((2-methyloxazol-4-yl)methyl)-2-oxo-N-(2,4,6-trifluorobenzyl)-1,2,3,4-tetrahydroquinazoline-7-carboxamide CN1C(N(C2=CC(=CC=C2C1)C(=O)NCC1=C(C=C(C=C1F)F)F)CC=1N=C(OC1)C)=O